CC1(CCN(CC1)C=1OC2=C(C=C(C=C2C(C1)=O)C)[C@@H](C)NC1=C(C(=O)O)C=CC=C1)C (R)-2-((1-(2-(4,4-Dimethylpiperidin-1-yl)-6-methyl-4-oxo-4H-chromen-8-yl)ethyl)amino)benzoic acid